[3-(difluoromethyl)-1-(4-formylcyclohexyl)pyrazol-4-yl]-5-[(1R,4R)-2-oxa-5-azabicyclo[2.2.1]Hept-5-yl]Pyrazolo[1,5-a]Pyrimidine-3-carboxamide FC(C1=NN(C=C1C1=NN2C(N=C(C=C2)N2[C@H]3CO[C@@H](C2)C3)=C1C(=O)N)C1CCC(CC1)C=O)F